2-bromo-5-(3-cyanopropoxy)benzaldehyde BrC1=C(C=O)C=C(C=C1)OCCCC#N